BrC=1C(=C(OCC(O)C2=NC=C(C=C2)Cl)C=CC1)I 2-(3-bromo-2-iodo-phenoxy)-1-(5-chloro-2-pyridinyl)ethanol